melissyl α-allyloxymethylacrylate C(C=C)OCC(C(=O)OCCCCCCCCCCCCCCCCCCCCCCCCCCCCCC)=C